C(CCCCCCCCCCC)(=O)[O-].C(CCCCCCCCCCC)(=O)[O-].[Na+].C(CCC)[Sn+2]CCCC dibutyltin sodium dilaurate